5-(4,4,5,5-tetramethyl-1,3,2-dioxaborolan-2-yl)isoindoline-1-one CC1(OB(OC1(C)C)C=1C=C2CNC(C2=CC1)=O)C